C(C(O)CC(=O)O)(=O)O.[Na] sodium malic acid